ClC1=C(C=CC=C1)C=1N=C(SC1)NC1=CC=C(C=C1)NC(=O)NCC=1C=NNC1 1-{4-[4-(2-Chloro-phenyl)-thiazol-2-ylamino]-phenyl}-3-(1H-pyrazol-4-ylmethyl)-urea